2-((R)-4-((3R,5S,7R,8R,9S,10S,12S,13R,14S,17R)-3,7,12-trihydroxy-10,13-dimethylhexadecahydro-1H-cyclopenta[a]phenanthren-17-yl)pentanamido)ethyl-(2-(trimethylammonio)ethyl) phosphate P(=O)(OCC([N+](C)(C)C)CCNC(CC[C@@H](C)[C@H]1CC[C@H]2[C@@H]3[C@@H](C[C@@H]4C[C@@H](CC[C@@]4([C@H]3C[C@@H]([C@]12C)O)C)O)O)=O)([O-])[O-]